(2-oxo-1H-pyrimidin-4-yl)benzamide O=C1NC=CC(=N1)C1=C(C(=O)N)C=CC=C1